1-[(5-chloro-3-pyridinyl)methyl]-6-(2,3-difluorophenyl)-3-methyl-imidazo[4,5-b]pyridin-2-one ClC=1C=C(C=NC1)CN1C(N(C2=NC=C(C=C21)C2=C(C(=CC=C2)F)F)C)=O